NCCOC1=CC(=C2CC(CC2=C1)CNCCC1CN(C(O1)=O)C=1C=CC=2OCC(NC2N1)=O)Cl 6-[5-[2-[[6-(2-aminoethoxy)-4-chloro-2,3-dihydro-1H-inden-2-yl]methylamino]ethyl]-2-oxo-1,3-oxazolidin-3-yl]-4H-pyrido[3,2-b][1,4]oxazin-3-one